1-[5-(5-chloro-2-methoxypyridin-4-yl)-1H-pyrazole-3-carbonyl]-N-(6-fluoro-1,1-dioxo-3,4-dihydro-2H-1λ6-benzothiopyran-4-yl)piperidine-4-carboxamide ClC=1C(=CC(=NC1)OC)C1=CC(=NN1)C(=O)N1CCC(CC1)C(=O)NC1CCS(C2=C1C=C(C=C2)F)(=O)=O